(3R,4R,5S)-4-fluoro-3,5-dimethylpiperidine FC1[C@@H](CNC[C@@H]1C)C